NC=1C=2N(C(=CN1)C1=CCC(CC1)NC)C(=NC2C2=C(C=C(C=C2)NS(=O)(=O)CC2=CC(=CC(=C2)F)F)F)C(C)C N-(4-(8-Amino-3-isopropyl-5-(4-(methylamino)cyclohex-1-en-1-yl)imidazo[1,5-a]pyrazin-1-yl)-3-fluorophenyl)-1-(3,5-difluorophenyl)methansulfonamid